1-(1-(1-Acetylpiperidin-4-yl)-1H-indol-5-yl)dihydropyrimidine-2,4(1H,3H)-dione C(C)(=O)N1CCC(CC1)N1C=CC2=CC(=CC=C12)N1C(NC(CC1)=O)=O